NC1=NC=C(C=N1)C=1C=C(C=C(C1)N1CCOCC1)S(=O)(=O)C1CN(C1)C(CC)=O 1-(3-((3-(2-aminopyrimidin-5-yl)-5-morpholinophenyl)sulfonyl)azetidin-1-yl)propan-1-one